(2,7-dichloro-5-(difluoromethyl)-5H-pyrrolo[3,2-d]pyrimidin-4-yl)(furan-2-ylmethyl)carbamic acid tert-butyl ester C(C)(C)(C)OC(N(CC=1OC=CC1)C=1C2=C(N=C(N1)Cl)C(=CN2C(F)F)Cl)=O